(E)-2-(4-(2-cyano-2-(6-Methoxy-3H-imidazo[4,5-c]pyridin-2-yl)vinyl)-2,5-dimethyl-1H-imidazol-1-yl)-5-methylthiophene-3-carbonitrile C(#N)\C(=C/C=1N=C(N(C1C)C=1SC(=CC1C#N)C)C)\C1=NC2=C(C=NC(=C2)OC)N1